ClC=1N=NC(=CC1[C@@H]1[C@H](C1)C(C)F)C=1C(=NC(=NC1)OC)OC 3-Chloro-6-(2,4-dimethoxypyrimidin-5-yl)-4-((1S,2S)-2-(1-fluoroethyl)cyclopropyl)pyridazine